N-(9-fluorenylmethoxycarbonyl)-N1-formyltryptophan C1=CC=CC=2C3=CC=CC=C3C(C12)COC(=O)N[C@@H](CC1=CN(C2=CC=CC=C12)C=O)C(=O)O